(1-(4-(1H-1,2,4-triazol-5-yl)phenyl)-1H-benzo[d][1,2,3]triazol-5-yl)(4,4-difluoropiperidin-1-yl)methanone N1N=CN=C1C1=CC=C(C=C1)N1N=NC2=C1C=CC(=C2)C(=O)N2CCC(CC2)(F)F